FC1=CC=C(C(=O)NC=2C=C3C(=NNC3=CC2)C2=CC(=CC=C2)[N+](=O)[O-])C=C1 4-fluoro-N-(3-(3-nitrophenyl)-1H-indazol-5-yl)benzamide